NC1=C(C(=NC=N1)OC1=C(C=C(C=C1)NC(=O)C=1C=NN(C1C1=CC=CC=C1)C1=CC=CC=C1)F)Cl N-[4-(6-amino-5-chloro-pyrimidin-4-yl)oxy-3-Fluorophenyl]-1,5-diphenyl-pyrazole-4-carboxamide